ClC1=CC(=CN=N1)C1=CC=C(C=C1)N1CCC(CC1)CC(=O)O 2-(1-(4-(6-chloropyridazin-4-yl)phenyl)piperidin-4-yl)acetic acid